(3S,4S)-1-Cyclopentyl-4-{[5-(2,4-difluoro-phenyl)-isoxazole-3-carbonyl]-amino}-piperidine-3-carboxylic acid (1-pyrimidin-2-yl-cyclopropyl)-amide N1=C(N=CC=C1)C1(CC1)NC(=O)[C@H]1CN(CC[C@@H]1NC(=O)C1=NOC(=C1)C1=C(C=C(C=C1)F)F)C1CCCC1